ClCCCC/C=C(/C(C)(C)C1=CC(=CC(=C1)OC)OC)\C1=CC=CC=C1 (E)-1-(8-chloro-2-methyl-3-phenyloct-3-en-2-yl)-3,5-dimethoxybenzene